(S)-4-(amino(5-chloropyridin-2-yl)methyl)piperidine-1-carboxylic acid tert-butyl ester C(C)(C)(C)OC(=O)N1CCC(CC1)[C@@H](C1=NC=C(C=C1)Cl)N